ClC1=NC=CC(=C1C(=O)OCC)Cl ethyl 2,4-dichloropyridine-3-carboxylate